N3-methyladenine CN1C=NC(=N)C2=C1N=CN2